3-(benzylthio)-5-methylthiothieno[3,2-b]Pyridin-7-ol C(C1=CC=CC=C1)SC1=CSC=2C1=NC(=CC2O)SC